2-METHYLGLUTARATE CC(C(=O)[O-])CCC(=O)[O-]